C(C1=CC=CC=C1)N1CCC2(CC1)COC1=C3CN(C(C3=CC=C12)=O)[C@@H]1C(NC(CC1)=O)=O (S)-3-(1'-benzyl-6-oxo-6,8-dihydro-2H,7H-spiro[furo[2,3-e]isoindole-3,4'-piperidin]-7-yl)piperidine-2,6-dione